BrCCCCOC1=C(C(=C(C=C1)C1CCC(CC1)CCCCC)F)F (4-bromobutoxy)-2,3-difluoro-4-(4-pentylcyclohexyl)benzene